N-difluoropropionylgalactosamine FC(CC(=O)N[C@H]1C(O)O[C@@H]([C@@H]([C@@H]1O)O)CO)F